ClC1=C(C=C2CCCN(C2=C1)C1=NC(=CC2=CC=CC=C12)C(=O)OC)C=1C=NN(C1)C methyl 1-[7-chloro-6-(1-methyl-1H-pyrazol-4-yl)-3,4-dihydro-2H-quinolin-1-yl]-isoquinoline-3-carboxylate